BrC1=C(C(=C(C(=C1F)CC#N)Br)F)CC#N 2,5-dibromo-3,6-difluorobenzene-1,4-diacetonitrile